(2R,3S,4S)-4-[(tert-butoxycarbonyl)oxy]-3-({[4-(diethylamino) butyl]carbamoyl}oxy)-2-[(4-methoxyphenyl)methyl]pyrrolidine-1-carboxylate C(C)(C)(C)OC(=O)O[C@@H]1[C@H]([C@H](N(C1)C(=O)[O-])CC1=CC=C(C=C1)OC)OC(NCCCCN(CC)CC)=O